(1S,4aS,5R,7aS)-8-oxo-1,4a,5,7a-tetrahydro-1,5-(epoxymethano)cyclopenta[c]pyran-3-carboxylic acid O=C1O[C@@H]2OC(=C[C@H]3[C@@H]2C=C[C@H]31)C(=O)O